C[C@@H]1N(C[C@H](N(C1)C(C(F)(F)F)C1=CC=C(C=C1)O)C)C1=CC(N(C=2C=CC(=NC12)C#N)C)=O 8-((2S,5R)-2,5-dimethyl-4-(2,2,2-trifluoro-1-(4-hydroxyphenyl)ethyl)piperazin-1-yl)-5-methyl-6-oxo-5,6-dihydro-1,5-naphthyridine-2-carbonitrile